CC(C)C(CC)O 2-methyl-3-pentaneol